The molecule is a member of the class of benzamides carrying two bromo substituents at positions 3 and 5 as well as a hydroxy substituent at position 4. It has a role as a xenobiotic metabolite. It is a member of benzamides, a dibromobenzene and a member of phenols. C1=C(C=C(C(=C1Br)O)Br)C(=O)N